trans-3-[4-(trifluoromethyl)phenyl]cyclobutyl-4-nitrobenzoic acid FC(C1=CC=C(C=C1)[C@@H]1C[C@H](C1)C1=C(C(=O)O)C=CC(=C1)[N+](=O)[O-])(F)F